4-[fluoro[1-methyl-3-(trifluoromethyl)-1H-pyrazole-4-sulfonyl]methyl]piperidine-1-carboxylic acid tert-butyl ester C(C)(C)(C)OC(=O)N1CCC(CC1)C(S(=O)(=O)C=1C(=NN(C1)C)C(F)(F)F)F